5-[3-(3-hydroxyphenoxy)azetidin-1-yl]-5-methyl-2,2-diphenyl-hexanamide hydrochloride Cl.OC=1C=C(OC2CN(C2)C(CCC(C(=O)N)(C2=CC=CC=C2)C2=CC=CC=C2)(C)C)C=CC1